CC1=CC2=C(N=N1)SC=C2 methylthieno[2,3-c]pyridazin